O1C=CC2=C1C=CC(=C2)S(=O)(=O)N2CC1=C(C2)CN(C1)C(CCOC)=O 1-(5-(benzofuran-5-ylsulfonyl)-3,4,5,6-tetrahydropyrrolo[3,4-c]pyrrol-2(1H)-yl)-3-methoxypropan-1-one